C(C1=CC=CC=C1)OC1=CC=C(C=C1)C(=O)C1=C(N(C2=CN=CC=C21)C)CC (4-(benzyloxy)phenyl)(2-ethyl-1-methyl-1H-pyrrolo[2,3-c]pyridin-3-yl)methanone